ClC=1C=C(C=CC1F)NC(N(C=1C=NC(=CC1)OC)CC1=NNC=2CCC(CC12)CO)=O 3-(3-chloro-4-fluorophenyl)-1-((5-(hydroxymethyl)-4,5,6,7-tetrahydro-1H-indazol-3-yl)methyl)-1-(6-methoxypyridin-3-yl)urea